NC1CCC(CC1)CCN1CCN(CC1)C1=NC2=CC=C(C=C2C(=C1)C)NC(=S)NCCN(CC)CC 1-(2-(4-(2-(4-aminocyclohexyl)ethyl)piperazin-1-yl)-4-methylquinolin-6-yl)-3-(2-(diethylamino)ethyl)thiourea